CS(=O)(=O)OC1=C(C=C(C(=C1)C)C)NC(=O)NC1=C(C=C(C(=C1)C)C)OS(=O)(=O)C N,N'-bis-[2-(methanesulfonyloxy)-4,5-dimethyl-phenyl]urea